1-N,1-N,2-N,2-N,3-N,3-N,4-N,4-N-octamethylbutane-1,2,3,4-tetraamine CN(CC(C(CN(C)C)N(C)C)N(C)C)C